FC1=CC=C(C=C1)C1=NN2C(CN([C@H](C2)C)C(=O)OC(C)(C)C)=C1 tert-butyl (6S)-2-(4-fluorophenyl)-6-methyl-6,7-dihydropyrazolo[1,5-a]pyrazine-5(4H)-carboxylate